ethyl 3-(3,5-dichlorophenyl)-8-(morpholin-4-yl)imidazo[1,2-b]pyridazine-7-carboxylate ClC=1C=C(C=C(C1)Cl)C1=CN=C2N1N=CC(=C2N2CCOCC2)C(=O)OCC